4-methylbenzenesulfonyl-2-naphthoyl-diazomethane CC1=CC=C(C=C1)S(=O)(=O)C(=[N+]=[N-])C(=O)C1=CC2=CC=CC=C2C=C1